2-hydroxy-6-methyl-6,7-dihydro-5H-pyrrolo[3,4-b]pyridin-5-one OC1=CC=C2C(=N1)CN(C2=O)C